4-(4-bromo-6-methyl-1-(tetrahydro-2H-pyran-2-yl)-1H-indazol-5-yl)-3-methylbutanal BrC1=C2C=NN(C2=CC(=C1CC(CC=O)C)C)C1OCCCC1